2'-amino-5-chloro-2,4'-difluoro-[1,1'-biphenyl]-4-Carboxylic acid NC1=C(C=CC(=C1)F)C1=C(C=C(C(=C1)Cl)C(=O)O)F